FC(C(=O)O)(F)F.N1=CN=C(C2=C1NC=C2)C=2C=NN(C2)C(CC#C)C=2C=C(C=O)C=CC2 3-{1-[4-(7H-pyrrolo[2,3-d]-pyrimidin-4-yl)-1H-pyrazol-1-yl]but-3-yn-1-yl}benzaldehyde trifluoroacetate